COC1CCN(CC1)C=1OC2=C(C=C(C=C2C(C1)=O)C)C(C)NC1=C(C(=O)O)C=CC=C1 2-[1-[2-(4-methoxy-1-piperidyl)-6-methyl-4-oxo-chromen-8-yl]ethylamino]benzoic acid